COC=1C=C2CCN(CC2=CC1NC1=NC=C2C(=N1)N(N=C2)[C@@H]2C[C@H](CCC2)C(=O)N)C (1S,3S)-3-(6-((6-methoxy-2-methyl-1,2,3,4-tetrahydroisoquinolin-7-yl)amino)-1H-pyrazolo[3,4-d]pyrimidin-1-yl)cyclohexane-1-carboxamide